2-methoxyethyl (1S,2R,5R)-3-((3-fluoro-4-((1-methyl-1H-pyrazol-4-yl)-oxy) phenyl) sulfonyl)-2-(((tetrahydro-2H-pyran-2-yl) oxy) carbamoyl)-3,8-diazabicyclo[3.2.1]octane-8-carboxylate FC=1C=C(C=CC1OC=1C=NN(C1)C)S(=O)(=O)N1[C@H]([C@@H]2CC[C@H](C1)N2C(=O)OCCOC)C(NOC2OCCCC2)=O